4-[4-(2-amino-6-methyl-pyrimidin-4-yl)-1,4-oxazepan-3-yl]-3-chloro-benzoic acid (trifluoroacetate) FC(C(=O)O)(F)F.NC1=NC(=CC(=N1)N1C(COCCC1)C1=C(C=C(C(=O)O)C=C1)Cl)C